N1C=NC=C1.[Cu] copper imidazole